O1CCN(CC1)C=1C=C2C(=NC1)C=CN2 6-morpholino-1H-pyrrolo[3,2-b]pyridin